5,7-difluoro-6-hydroxy-3,3-dimethylindolin-2-one FC=1C=C2C(C(NC2=C(C1O)F)=O)(C)C